C(C)(C)(C)C1=CC=C(C=C1)N1C(N(C(C1=O)(C)C)CC1=CC(=NC=C1)NC1CN(C1)C)=O 3-(4-(tert-butyl)phenyl)-5,5-dimethyl-1-((2-((1-methylazetidin-3-yl)amino)pyridin-4-yl)methyl)imidazolidine-2,4-dione